1-(2-bromo-4-fluorophenyl)-3-(3-chloro-1-ethyl-1H-pyrazol-4-yl)prop-2-yn-1-ol BrC1=C(C=CC(=C1)F)C(C#CC=1C(=NN(C1)CC)Cl)O